COC=1C=2C=C3N(C2C=CC1)CCN(C3)CC3(CCCCC3)O 1-((9-methoxy-3,4-dihydropyrazino[1,2-a]indol-2(1H)-yl)methyl)cyclohexan-1-ol